ClC1=C(C=CC=C1)[C@@H](C)OC(=O)NC=1C(=NOC1C1=CC=C(C=N1)OCC1C(CCCC1)C(=O)O)C 2-(((6-(4-((((R)-1-(2-chlorophenyl)ethoxy)carbonyl)amino)-3-methylisoxazol-5-yl)pyridin-3-yl)oxy)methyl)cyclohexane-1-carboxylic acid